ClC=1C(N(C(=CC1OC([2H])([2H])C1=C(C=C(C=C1)F)F)C)C1=CC(=NC=C1C)N1N=C(C=C1)S(=O)(=O)C)=O (S)-3-chloro-4-((2,4-difluorophenyl)methoxy-d2)-5',6-dimethyl-2'-(3-(methylsulfonyl)-1H-pyrazol-1-yl)-2H-[1,4'-bipyridin]-2-one